N-{(R)-4-[(3R,4R,5S)-3-amino-4-hydroxy-5-methylpiperidin-1-yl]-7-hydroxy-6,7-dihydro-5H-cyclopenta[b]pyridin-3-yl}-6-(2,6-difluorophenyl)-5-fluoropyridinecarboxamide phosphate P(=O)(O)(O)O.N[C@@H]1CN(C[C@@H]([C@H]1O)C)C1=C2C(=NC=C1NC(=O)C1=NC(=C(C=C1)F)C1=C(C=CC=C1F)F)[C@@H](CC2)O